C(CCCCCC)OCCOCCOCCOCCOCCOC Pentaethylene glycol methyl heptyl ether